3,5-diamino-6-chloro-N-(N-(4-(4'-(3-hydroxypropyl)-[1,1'-biphenyl]-4-yl)butyl)carbamoylimino)pyrazine-2-carboxamide NC=1C(=NC(=C(N1)N)Cl)C(=O)N=NC(NCCCCC1=CC=C(C=C1)C1=CC=C(C=C1)CCCO)=O